2-methyl-2,6-heptadienol CC(CO)=CCCC=C